ClC1=CC(=NC(=C1O)Cl)C(=O)NC1=C2C(N(C=NC2=CC=C1)CC1=C(C=CC=C1)OC(F)(F)F)=O 4,6-dichloro-5-hydroxy-N-(4-oxo-3-{[2-(trifluoromethoxy)phenyl]methyl}-3,4-dihydroquinazolin-5-yl)pyridine-2-carboxamide